CC1=C(C(=CC=C1)C)N=C(C)C1C(CCCC1)=NC1=C(C=CC=C1C)C 2-[1-(2,6-dimethylphenylimino)ethyl]-1-(2,6-dimethylphenylimino)cyclohexane